C(C)(C)(C)OC(=O)NCCOC1=CC=C(C[C@H](NC(=O)OCC2=CC=CC=3C4=CC=CC=C4CC23)C(=O)O)C=C1 O-[2-[[t-butoxycarbonyl]amino]ethyl]-N-[fluorenylmethoxycarbonyl]-L-tyrosine